2-(4-(ethylsulfonyl)phenyl)-2-hydroxyacetamide C(C)S(=O)(=O)C1=CC=C(C=C1)C(C(=O)N)O